3-methyl-pentenedioic acid CC(=CC(=O)O)CC(=O)O